acetyl-chromium (III) triphenyl-phosphite C1(=CC=CC=C1)OP(OC1=CC=CC=C1)OC1=CC=CC=C1.C(C)(=O)[Cr+2]